C(C)(C)(C)OC(=O)N1[C@H](C[C@@H](C1)N1N=C(C=2C(=NC=CC21)N)C#CC2=C(C1=C(N(C(=N1)C)C)C=C2F)F)COC (2R,4S)-4-(4-amino-3-((4,6-difluoro-1,2-dimethyl-1H-benzo[d]imidazol-5-yl)ethynyl)-1H-pyrazolo[4,3-c]pyridin-1-yl)-2-(methoxymethyl)pyrrolidine-1-carboxylic acid tert-butyl ester